1-chloro-4-fluoro-2-methyl-5-nitrobenzene ClC1=C(C=C(C(=C1)[N+](=O)[O-])F)C